ClC=1C(=C(C=CC1Cl)NC1=NC=NC2=CC(=C(C=C12)C1CN(C1)C(C=C)=O)OCCO)F 1-(3-(4-((3,4-dichloro-2-fluorophenyl)amino)-7-(2-hydroxyethoxy)quinazolin-6-yl)azetidin-1-yl)prop-2-en-1-one